N1=C2C(=CC=C1)CN(C2)C(=O)N pyrrolo[3,4-b]pyridine-6(7H)-carboxamide